(R)-2-((1-(2-(5,7-dihydro-6H-pyrrolo[3,4-b]pyrazin-6-yl)-6-methyl-4-oxo-4H-chromen-8-yl)ethyl)amino)benzoic acid N1=C2C(=NC=C1)CN(C2)C=2OC1=C(C=C(C=C1C(C2)=O)C)[C@@H](C)NC2=C(C(=O)O)C=CC=C2